C(CCC)C=1C=CC2=C(SC3=C2CC(=C3C)C)C1 6-butyl-2,3-dimethyl-1H-benzo[b]cyclopenta[d]thiophene